6'-(((1S,3S)-3-((7,8-dihydro-6H-thiopyrano[3,2-d]pyrimidin-2-yl)amino)cyclopentyl)amino)-2H-[1,3'-bipyridyl]-2-one N1=C(N=CC2=C1CCCS2)N[C@@H]2C[C@H](CC2)NC2=CC=C(C=N2)N2C(C=CC=C2)=O